(4,5,6,7-tetrahydrobenzo[b]thiophen-7-yl)methanamine S1C2=C(C=C1)CCCC2CN